BrNC1=C(C=C(C(=C1)F)Cl)C bromo-4-chloro-5-fluoro-2-methylaniline